[2-(dibenzylamino)ethoxy]-2,2-difluoro-acetic acid C(C1=CC=CC=C1)N(CCOC(C(=O)O)(F)F)CC1=CC=CC=C1